[N-]=C=O.[N-]=C=O.C1(C2=CC(C(N1)=O)=CC=C2)=O isophthalimide diisocyanate